1-(3-((8-methoxy-2-(6-methoxypyridin-3-yl)-2,3-dihydrobenzo[b][1,4]dioxin-6-yl)methyl)-3H-imidazo[4,5-b]pyridin-6-yl)azetidin-3-ol COC1=CC(=CC2=C1OC(CO2)C=2C=NC(=CC2)OC)CN2C=NC=1C2=NC=C(C1)N1CC(C1)O